N1CCC(CC1)C1=CC=C(C2=CC=CC=C12)CC1CCNCC1 4-((4-(piperidin-4-yl)naphthalen-1-yl)methyl)piperidine